6-bromo-2-(4-(methylamino)butyl)-3-neopentylquinazolin-4(3H)-one bis-hydrochloride salt Cl.Cl.BrC=1C=C2C(N(C(=NC2=CC1)CCCCNC)CC(C)(C)C)=O